oxalic acid sodium borate salt B([O-])([O-])[O-].[Na+].C(C(=O)O)(=O)O.[Na+].[Na+]